NC1=CC=C(C=C1)N1CC2(CC2)CC1=O 5-(4-aminophenyl)-5-azaspiro[2.4]heptan-6-one